N-[(9-benzyl-beta-carbolin-3-yl)methyl]-9-(3-phenylpropyl)-beta-carbolin-1-amine C(C1=CC=CC=C1)N1C2=CC=CC=C2C=2C=C(N=CC12)CNC1=NC=CC=2C3=CC=CC=C3N(C12)CCCC1=CC=CC=C1